N1N=CC=2C1=C(N=CC2)C(=O)[O-] pyrazolo[3,4-c]pyridine-7-carboxylate